OC(C)(C)C=1C(=CC2=CN(N=C2C1)C1CCC(CC1)N1C[C@@H](N(CC1)C(=O)OC(C)(C)C)COC)NC(C(F)(F)F)=O tert-butyl (R)-4-((1r,4R)-4-(6-(2-hydroxypropan-2-yl)-5-(2,2,2-trifluoroacetamido)-2H-indazol-2-yl)cyclohexyl)-2-(methoxymethyl)piperazine-1-carboxylate